CCN\\1C2=CC=CC=C2C(/C1=C\\C=C\\C3=[N+](C4=CC=CC=C4C3(C)C)CC)(C)C The molecule is the cationic form of a C3 cyanine dye having 1-ethyl-3,3-dimethylindoleinine units at each end. It has a role as a fluorochrome. It is a cyanine dye and an indolium ion.